8-(1-methylcyclopentyloxycarbonyl)-tetracyclo[4.4.0.12,5.17,10]-3-dodecene CC1(CCCC1)OC(=O)C1C2C3C4C=CC(C3C(C1)C2)C4